trans-1-[[4-[(3S)-3-(6-methoxypyrazin-2-yl)isoxazolidine-2-carbonyl]cyclohexyl]methyl]pyrrolo[3,2-b]pyridine-6-carbonitrile COC1=CN=CC(=N1)[C@H]1N(OCC1)C(=O)[C@@H]1CC[C@H](CC1)CN1C=CC2=NC=C(C=C21)C#N